4-{4-[(1,3-benzooxazol-4-yl)oxy]piperidin-1-yl}-1-methyl-2-oxo-1,2-dihydroquinoline-3-carbonitrile O1C=NC2=C1C=CC=C2OC2CCN(CC2)C2=C(C(N(C1=CC=CC=C21)C)=O)C#N